(S)-5-((4-((2-hydroxy-1-phenylethyl)amino)-5-(3-(pyridin-4-yl)-1,2,4-oxadiazol-5-yl)pyridin-2-yl)amino)isoindolin-1-one OC[C@H](C1=CC=CC=C1)NC1=CC(=NC=C1C1=NC(=NO1)C1=CC=NC=C1)NC=1C=C2CNC(C2=CC1)=O